CN(C=1C=C(C=CC1)C1=NNC(=C1)N)C 3-(3-(Dimethylamino)phenyl)-1H-pyrazol-5-amine